N-(2-hydroxyhentriacontanoyl)-4R-hydroxysphinganine OC(C(=O)N[C@H](CO)[C@H](O)C(CCCCCCCCCCCCCC)O)CCCCCCCCCCCCCCCCCCCCCCCCCCCCC